OC1=CC=C(C=C1)C(\C=C\C1=CC(=C(C=C1)OC)CSC1=NC=CC=C1)=O (E)-1-(4-Hydroxyphenyl)-3-[4-methoxy-3-(pyridin-2-ylsulfanylmethyl)phenyl]prop-2-en-1-one